C(=O)(OCC1=CC=CC=C1)N1CCC(C1)CC (cis)-N-carbobenzoxy-4-ethylpyrrolidin